N[C@@H](C(C)C)C(=O)N[C@@H](CC(C)C)C(=O)O Valylleucin